methyl (2R,4S,5R,6R)-5-acetamido-6-((1S,2R)-1-fluoro-2,3-dihydroxypropyl)-4-hydroxy-2-(p-tolylthio)tetrahydro-2H-pyran-2-carboxylate C(C)(=O)N[C@@H]1[C@H](C[C@](O[C@H]1[C@H]([C@@H](CO)O)F)(C(=O)OC)SC1=CC=C(C=C1)C)O